FC1=C2C(N(C(NC2=C(C(=C1)CN1CCN(CC1)C=1C=CC(=NC1C)C(=O)NC)F)=O)C)=O 5-(4-((5,8-Difluoro-3-methyl-2,4-dioxo-1,2,3,4-tetrahydroquinazolin-7-yl)methyl)piperazin-1-yl)-N,6-dimethylpicolinamide